7-aminonaphthalene-1,3-disulphonic acid NC1=CC=C2C=C(C=C(C2=C1)S(=O)(=O)O)S(=O)(=O)O